2-chloro-4-(naphtho[1,2-b]benzofuran-2-yl)-6-phenyl-1,3,5-triazine ClC1=NC(=NC(=N1)C=1C=CC=2C=CC3=C(OC4=C3C=CC=C4)C2C1)C1=CC=CC=C1